C(=C(\C=C(/C(=O)O)\O)/C(=O)O)\C(=O)O 4-carboxy-2-hydroxy-cis,cis-muconate